C(=O)(O)CN1CCN(CCN(CCN(CC1)CC(=O)ON1C(CCC1=O)=O)CC(=O)O)CC(=O)O [4,10-bis-carboxymethyl-7-(2,5-dioxo-pyrrolidin-1-yloxycarbonylmethyl)-1,4,7,10-tetraaza-cyclododec-1-yl]-acetic acid